C(#N)C=1C=CC(=NC1)N[C@@H]1CC[C@H](CC1)N(C(C)=O)C1=C(C=C(C=C1)C=1C=NN(C1)C)C N-(trans-4-((5-cyanopyridin-2-yl)amino)cyclohexyl)-N-(2-methyl-4-(1-methyl-1H-pyrazol-4-yl)phenyl)acetamide